N4-(4-([1,2,4]Triazolo[1,5-a]pyridin-7-yloxy)-2-methoxy-5-methylphenyl)-7-(2-chloroethoxy)quinazoline-4,6-diamine N=1C=NN2C1C=C(C=C2)OC2=CC(=C(C=C2C)NC2=NC=NC1=CC(=C(C=C21)N)OCCCl)OC